NC=1C(=NC=CN1)C1=NC=2C(=NC(=CC2)C=2C=NC(=CC2)OCF)N1C1=CC=C(CN2CCC(CC2)NC2=NC(=NC=C2)C#N)C=C1 4-((1-(4-(2-(3-Aminopyrazin-2-yl)-5-(6-(fluoromethoxy)pyridin-3-yl)-3H-imidazo[4,5-b]pyridin-3-yl)benzyl)piperidin-4-yl)amino)pyrimidine-2-carbonitrile